CN(C1CC1)C di-methyl-cyclopropylamine